[2-(difluoromethyl)pyrrolidin-1-yl]-[rac-(5S,7S)-7-fluoro-5-phenyl-6,7-dihydro-5H-pyrrolo[1,2-b][1,2,4]triazol-2-yl]methanone FC(C1N(CCC1)C(=O)C=1N=C2N(N1)[C@@H](C[C@@H]2F)C2=CC=CC=C2)F |r|